3-bromo-2,6-difluorotrifluoromethylbenzene BrC=1C(=C(C(=CC1)F)C(F)(F)F)F